NC1=C(C=C(C=C1)C1=CC=C(S1)C(=O)N)NC(C1=CC=C(C=C1)S(=O)(=O)C)=O 5-[4-amino-3-[[4-(methylsulfonyl)benzoyl]amino]phenyl]thiophene-2-carboxamide